cyano-1,3,4-thiadiazol C(#N)C=1SC=NN1